C(C)(C)(C)OC(=O)N1CCC12CN(CC2)C=2C1=CN(N=C1C(=CC2)C(=O)OC)C methyl 4-[1-(tert-butoxycarbonyl)-1,6-diazaspiro[3.4]octan-6-yl]-2-methylindazole-7-carboxylate